tetrathiacarbonate S([S-])([S-])=S